OC1=C(C=CC=C1)OS(=O)(=O)C1C2C(=C(C(C1)O2)C2=CC=C(C=C2)O)C2=CC=C(C=C2)NC(CCCCC[Se]C#N)=O 2-hydroxyphenyl-5-(4-hydroxyphenyl)-6-(4-(6-selenocyanohexanamido) phenyl)-7-oxabicyclo[2.2.1]hept-5-ene-2-sulfonate